CC1=C(OC(C(=O)OCC)(C)C)C(=CC(=C1)CCN1N=CN(C1=O)C1=CC=C(C=C1)C(F)(F)F)C Ethyl 2-(2,6-dimethyl-4-(2-(5-oxo-4-(4-(trifluoromethyl) phenyl)-4,5-dihydro-1H-1,2,4-triazol-1-yl)ethyl)phenoxy)-2-methylpropionate